(((tert-butyldiphenylsilyl)oxy)methyl)-1-cyclopropylpyrrolidine [Si](C1=CC=CC=C1)(C1=CC=CC=C1)(C(C)(C)C)OCC1N(CCC1)C1CC1